C1(CC1)OC=1C=C(C(=O)OC)C=CC1[N+](=O)[O-] methyl 3-(cyclopropoxy)-4-nitro-benzoate